ClC1=CC=C(C=C1)NC(=O)NC(NCCCCCCNC(NC(NC1=CC=C(C=C1)Cl)=N)=N)=N N-(4-chlorophenyl)-N'-[[6-[[[(4-chlorophenyl)carbamimidoyl]carbamimidoyl]amino]hexyl]carbamimidoyl]urea